(R)-3-methyl-4-(8-morpholino-3-(1H-pyrazole-5-yl)imidazo[1,2-b]pyridazin-6-yl)morpholine C[C@H]1N(CCOC1)C=1C=C(C=2N(N1)C(=CN2)C2=CC=NN2)N2CCOCC2